C(C)(C)(C)OC(=O)N[C@H](C(=O)OC)CC1=CC2=CC=CC=C2C=C1 (S)-methyl 2-((tert-butoxycarbonyl)amino)-3-(naphthalen-2-yl)propanoate